tert-Butyl 6-(3-(((benzyloxy)carbonyl)amino)-4-(methoxycarbonyl)phenyl)-2,2-difluoro-7-azaspiro[3.5]non-5-ene-7-carboxylate C(C1=CC=CC=C1)OC(=O)NC=1C=C(C=CC1C(=O)OC)C1=CC2(CC(C2)(F)F)CCN1C(=O)OC(C)(C)C